7-bromo-2,3-dihydro-1H-pyrido[2,3-b][1,4]oxazine BrC1=CC2=C(OCCN2)N=C1